P(OC(C=C)O)([O-])=O.[Na+] sodium (1-hydroxy-2-propenyl) phosphonate